2,2'-bis(2-chlorophenyl)-4,4,5,5'-tetraphenyl-1,2'-biimidazole ClC1=C(C=CC=C1)C=1N(C(C(N1)(C1=CC=CC=C1)C1=CC=CC=C1)C1=CC=CC=C1)C1(N=C(C=N1)C1=CC=CC=C1)C1=C(C=CC=C1)Cl